5H,6H,7H,8H-pyrido[3,4-d]pyrimidin-4-amine N1=CN=C(C2=C1CNCC2)N